C(C)OC(=O)C=1C=NN2C1NC(C=C2C(F)F)=O 7-difluoromethyl-5-oxo-4,5-dihydropyrazolo[1,5-a]pyrimidine-3-carboxylic acid ethyl ester